C[Si](CCOCN1N=CN=C1C1N(CCCC1)N1CN=C2C(=C1)C=NC=C2)(C)C 3-(1-((2-(trimethylsilyl)ethoxy)methyl)-1H-1,2,4-triazol-5-ylpiperidin-1-yl)pyrido[4,3-d]pyrimidine